[I-].C(CCCCC)OC=1C(=NSN1)C1=CCC[N+](C1)(C(CCCCCCCCC)OC(=O)C1CCOCC1)C 5-(4-(Hexyloxy)-1,2,5-thiadiazol-3-yl)-1-methyl-1-(1-((tetrahydro-2H-pyran-4-carbonyl)oxy)decyl)-1,2,3,6-tetrahydropyridin-1-ium iodide